ClC=1C=C(N)C=CC1C1=C(C=NC=C1C)C 3-chloro-4-(3,5-dimethylpyridin-4-yl)aniline